C(C)(C)(C)C=1C=C(CN2C(N(C(N(C2=O)CC2=CC(=C(C(=C2)C(C)(C)C)O)C(C)(C)C)=O)CC2=CC(=C(C(=C2)C(C)(C)C)O)C(C)(C)C)=O)C=C(C1O)C(C)(C)C tris(3,5-di-tert-butyl-4-hydroxybenzyl)S-triazine-2,4,6(1H,3H,5H)trione